2-(5-methyl-1,2,4-oxadiazol-3-yl)propanal CC1=NC(=NO1)C(C=O)C